(S)-(4-ethyl-8-fluoro-4-hydroxy-3,14-dioxo-3,4,12,14-tetrahydro-1H-pyrano[3',4':6,7]indolizino[1,2-b]quinolin-9-yl)carbamic acid tert-butyl ester C(C)(C)(C)OC(NC1=CC=2C=C3C(=NC2C=C1F)C1=CC2=C(C(N1C3)=O)COC([C@]2(O)CC)=O)=O